OC(CO[N@@+]1(CC=CC=C1)[O-])CN1CCCCC1 (R)-N-[2-hydroxy-3-(1-piperidinyl)-propoxy]-pyridine-1-oxide